OCCOCCOC(NC12CC3(CC(CC(C1)C3)C2)NC(=O)C2=NC(=CC=C2)C)=O {3-[(6-Methyl-pyridine-2-carbonyl)-amino]-adamantan-1-yl}-carbamic acid 2-(2-hydroxy-ethoxy)-ethyl ester